FC(C)(F)C1=NC=C(C=C1CN1C(OC[C@H]1C)=O)C1=CC(=C(C=C1)F)OC(F)F (4R)-3-[[2-(1,1-Difluoroethyl)-5-[3-(difluoromethoxy)-4-fluoro-phenyl]-3-pyridyl]methyl]-4-methyl-oxazolidin-2-one